C(C)(C)(C)OC(=O)N1CCC2OC2C1 7-oxa-4-azabicyclo[4.1.0]heptane-4-carboxylic acid tert-butyl ester